NCC=1C=C(C=CC1)N1N=C(C=C1C(=O)NC1=C(C=CC(=C1)C(CCC1CC1)N1CCN(CCC1)C)F)C(F)(F)F 1-(3-(aminomethyl)phenyl)-N-(5-(3-cyclopropyl-1-(4-methyl-1,4-diazepan-1-yl)propyl)-2-fluorophenyl)-3-(trifluoromethyl)-1H-pyrazole-5-carboxamide